C(CCC)C1=CC=C(C=C1)C1=CC2=C(NC(C3N(C2=O)CCN(C3)C(COC3=CC=CC=C3)=O)=O)C=C1 8-(4-butylphenyl)-2-(2-phenoxyacetyl)-1,3,4,12a-tetrahydrobenzo[e]pyrazino[1,2-a][1,4]diazepine-6,12(2H,11H)-dione